(1-(5-bromo-6-methylpyridin-2-yl)piperidin-4-yl)methanol BrC=1C=CC(=NC1C)N1CCC(CC1)CO